C(CCCCCCCCCCCCCCCCCCC)C=1OCCCN1 2-eicosanyl-4,5-dihydro-1,3-oxazine